C(C)N(CC(C)N1C2=C(C3=CC=C(C=C13)O)C=CN=C2C)CC 9-(1-(diethylamino)propan-2-yl)-1-methyl-9H-pyrido[3,4-b]indol-7-ol